ClC=1C=CC2=C(N(CN(S2(=O)=O)[C@@H]([C@H](C)C2=C(C(=CC=C2F)C)C)C2=NNC(O2)=O)[C@H]2CNCC2)C1 5-((1S,2R)-1-(6-chloro-1,1-dioxido-4-((R)-pyrrolidin-3-yl)-3,4-dihydro-2H-benzo[e][1,2,4]thiadiazin-2-yl)-2-(6-fluoro-2,3-dimethylphenyl)propyl)-1,3,4-oxadiazol-2(3H)-one